COC(CC1=CC=C(C=C1)CCC(=O)O)=O 3-(4-(2-methoxy-2-ketoethyl)phenyl)propionic acid